CC1=NC(=C2N1C1=CC(=CC=C1NC2=O)C(=O)OC)C methyl 1,3-dimethyl-4-oxo-4,5-dihydroimidazo[1,5-a]quinoxaline-8-carboxylate